C1(=NC=CC2=C1NC1=CC=CC=C21)C=O 9H-pyrido[3,4-b]indole-1-carbaldehyde